1-(3,5-dibromophenyl)dibenzo[b,d]furan BrC=1C=C(C=C(C1)Br)C1=CC=CC=2OC3=C(C21)C=CC=C3